6-[(3,5-di-tert-butylphenyl)(2-methylpropyl)amino]pyridine-3-carboxylic Acid C(C)(C)(C)C=1C=C(C=C(C1)C(C)(C)C)N(C1=CC=C(C=N1)C(=O)O)CC(C)C